CC(C)SC=1N=CC(=NC1)N1CCC2(CC1)CC1=CC=CC=C1[C@H]2N (3S)-1'-[5-(prop-2-ylsulfanyl)pyrazin-2-yl]-1,3-dihydrospiro[indene-2,4'-piperidin]-3-amine